CN1N=C(C=C1)C1=NC(=NC=C1C(F)(F)F)N[C@H]1CNCC1 (R)-4-(1-methyl-1H-pyrazol-3-yl)-N-(pyrrolidin-3-yl)-5-(trifluoromethyl)pyrimidin-2-amine